C(=O)C1=CC(=C2C=C(N(C2=C1)CC1CNC(CO1)=O)C#N)C 6-formyl-4-methyl-1-[(5-oxomorpholin-2-yl)methyl]-1H-indole-2-carbonitrile